NC=1C(NC2=C3C=CC=NC3=C(C=C2C1C1=C2C=NNC2=C(C=C1)F)OCC1(COC1)F)=O 3-amino-4-(7-fluoro-1H-indazol-4-yl)-6-[(3-fluorooxetan-3-yl)methoxy]-1H-1,7-phenanthrolin-2-one